CN(CCNC1=NN2C(C=3C=CC=CC13)=NC1=C(C2=O)C2=C(S1)CC(CC2)C(=O)NC)C 5-((2-(dimethylamino)ethyl)amino)-N-methyl-8-oxo-9,10,11,12-tetrahydro-8H-benzo[4',5']thieno[2',3':4,5]pyrimido[2,1-a]phthalazine-11-carboxamide